3-amino-N-[2-[2-[[2-[4-[2-fluoro-5-[(4-oxo-3H-phthalazin-1-yl)methyl]benzoyl]piperazin-1-yl]-2-oxo-ethyl]amino]ethoxy]ethyl]-5-phenyl-pyridine-2-carboxamide NC=1C(=NC=C(C1)C1=CC=CC=C1)C(=O)NCCOCCNCC(=O)N1CCN(CC1)C(C1=C(C=CC(=C1)CC1=NNC(C2=CC=CC=C12)=O)F)=O